3-(2H-1,2,3-triazol-2-yl)thiophenol N=1N(N=CC1)C=1C=C(C=CC1)S